N1CC(C1)CN1CCN(CC1)C=1C=NC(=NC1)C=1C=C(C=CC1)CN1N=C(C=CC1=O)C=1C=C(C#N)C=CC1 3-(1-{[3-(5-{4-[(azetidin-3-yl)methyl]piperazin-1-yl}pyrimidin-2-yl)phenyl]methyl}-6-Oxo-1,6-dihydropyridazin-3-yl)benzonitrile